OCC1=CC=C(C=C1)B(O)O 4-(hydroxymethyl)-phenylboronic acid